N-(4-(tert-butyl)benzyl)-1-isobutyl-2-methyl-1H-indole-6-carboxamide C(C)(C)(C)C1=CC=C(CNC(=O)C2=CC=C3C=C(N(C3=C2)CC(C)C)C)C=C1